C(C)(=O)C=1C=C(OCCCOC(C=CC2=C(C(=CC=C2)CC(=O)[O-])CC(=O)[O-])=O)C=CC1O 3-(3-(3-(3-acetyl-4-hydroxyphenoxy) propoxy)-3-oxo-1-propenyl)-1,2-benzenediacetate